ClC1=C(C=C2C=C(NC2=C1)C=1C=CC(=NC1)N1CCOCC1)C=1C=NC=C(C1)OC 4-(5-(6-chloro-5-(5-methoxypyridin-3-yl)-1H-indol-2-yl)pyridin-2-yl)morpholine